O=C(NC)NCCOCCOCCNS(=O)(=O)C1=CC=CC=C1 N-(3-oxo-7,10-dioxa-2,4-diazadodecane-12-yl)benzenesulfonamide